8-methyl-pyrido[2,3-d]pyrimidin-7(8H)-one dihydrochloride Cl.Cl.CN1C(C=CC2=C1N=CN=C2)=O